1,3,5-Tris(aminomethyl)benzol NCC1=CC(=CC(=C1)CN)CN